(S)-6-((4-((2-hydroxy-1-phenylethyl)amino)-5-(3-(quinuclidin-4-yl)-1,2,4-oxadiazol-5-yl)pyrimidin-2-yl)amino)-3-methyl-1H-isochromen-1-one OC[C@H](C1=CC=CC=C1)NC1=NC(=NC=C1C1=NC(=NO1)C12CCN(CC1)CC2)NC=2C=C1C=C(OC(C1=CC2)=O)C